BrC=1C(=NC(=CC1)C#CCOC1OCCCC1)C#N 3-bromo-6-(3-((tetrahydro-2H-pyran-2-yl)oxy)prop-1-yn-1-yl)pyridinecarbonitrile